N1=C2C(=NS1)C=CC=C2 benzo-1,2,5-thiadiazole